OC(COC=1C=C(C=2N(C1)N=CC2C#N)C=2C=NC(=CC2)N2CC1N(C(C2)C1)CC1=C(C=C(C=C1)OC)C)(C)C 6-(2-hydroxy-2-methylpropoxy)-4-(6-(6-(4-methoxy-2-methylbenzyl)-3,6-diazabicyclo[3.1.1]heptan-3-yl)pyridin-3-yl)pyrazolo[1,5-a]pyridine-3-carbonitrile